2,5-bis-(aminomethyl)-bicyclo[2.2.1]heptane NCC1C2CC(C(C1)C2)CN